6-(1-(2-(dimethylamino)-2-oxoethyl)-2-oxo-1,2-dihydropyridin-4-yl)-2-methylquinolin-4-yl trifluoromethanesulfonate FC(S(=O)(=O)OC1=CC(=NC2=CC=C(C=C12)C1=CC(N(C=C1)CC(=O)N(C)C)=O)C)(F)F